5-amino-2-methoxy-4-methyl-benzonitrile NC=1C(=CC(=C(C#N)C1)OC)C